(R)-5-(6-(4-(2-hydroxy-3-phenylpropanoyl)piperazin-1-yl)pyridin-3-yl)-7-(1-methyl-1H-pyrazol-4-yl)imidazo[1,2-a]pyridine-3-carbonitrile O[C@@H](C(=O)N1CCN(CC1)C1=CC=C(C=N1)C1=CC(=CC=2N1C(=CN2)C#N)C=2C=NN(C2)C)CC2=CC=CC=C2